3-((4-(chloromethyl)-5-fluoropyridin-3-yl)amino)piperidine-2,6-dione ClCC1=C(C=NC=C1F)NC1C(NC(CC1)=O)=O